[Na+].CC=1C=C2C(=C(N(C2=CC1C(=O)[O-])CC)CCCCC)CCC(N)=O 5-methyl-1-ethyl-2-pentyl-3-(2-carbamoylethyl)-indole-6-carboxylic acid sodium salt